C(CCC)[NH+](C)C n-but-1-yl-(dimethylammonium)